Cl.COC(=O)[C@@]1(NC[C@@H](C1)F)CCCI (2r,4r)-4-fluoro-2-(3-iodopropyl)pyrrolidine-2-carboxylic acid methyl ester HCl